O=C1N(C(C2=CC=CC=C12)=O)CCCCCCS=C(C)[O-] S-(6-(1,3-dioxoisoindolin-2-yl)hexyl)ethanethioate